C(C)(C)C1N2C(C3=CC(=C(C=C3C1)OCC1CCN(CC1)S(=O)(=O)C)C=1SC=CN1)=CC(C(=C2)C(=O)O)=O 6-isopropyl-9-((1-(methylsulfonyl)piperidin-4-yl)methoxy)-2-oxo-10-(thiazol-2-yl)-6,7-dihydro-2H-pyrido[2,1-a]isoquinoline-3-carboxylic acid